N-(2-((7H-pyrrolo[2,3-d]pyrimidin-4-yl)amino)ethyl)-2,4,5-trifluoro-3-methyl-6-(methylthio)benzamide N1=CN=C(C2=C1NC=C2)NCCNC(C2=C(C(=C(C(=C2SC)F)F)C)F)=O